3-Amino-5-propyl-1,2,4-triazole NC1=NNC(=N1)CCC